ClC1=CC=C(OC2=CC=C(C=O)C=C2)C=C1 4-(4-chlorophenoxy)benzaldehyde